10-benzoyl-9-fluoro-7-nitro-1,2,3,4-tetrahydropyrimido[1,2-a]indole C(C1=CC=CC=C1)(=O)C1=C2N(C=3C=C(C=C(C13)F)[N+](=O)[O-])CCCN2